CSCCCC(CC[C@H](CC)N)=C=O (s)-4-methylthio-1-carbonyl-1-(3-aminopentyl)butane